OC1=C(N=C(N(C1=O)C)N1[C@@H](CCC1)C1=CC=CC=C1)C(=O)NC=1C=NOC1 (S)-5-hydroxy-N-(isoxazol-4-yl)-1-methyl-6-oxo-2-(2-phenylpyrrolidin-1-yl)-1,6-dihydropyrimidine-4-carboxamide